(3S,4S)-4-(Nitromethyl)chromane-3-carbaldehyde [N+](=O)([O-])C[C@H]1[C@@H](COC2=CC=CC=C12)C=O